trans-2-amino-8-[4-(2-hydroxyethoxy)cyclohexyl]-6-(6-methoxypyridin-3-yl)-4-methylpyrido[2,3-d]pyrimidin-7(8H)-one NC=1N=C(C2=C(N1)N(C(C(=C2)C=2C=NC(=CC2)OC)=O)[C@@H]2CC[C@H](CC2)OCCO)C